[5-(2,2-Difluoroethyl)-4,6-dimethoxypyrimidin-2-yl]-bis-(4-methoxybenzyl)-amine FC(CC=1C(=NC(=NC1OC)N(CC1=CC=C(C=C1)OC)CC1=CC=C(C=C1)OC)OC)F